FC1=C(C=C(C=C1)NC(=O)NC1=CC(=NC=C1)C(F)(F)F)C(=O)C=1C=C2N=C(C=NC2=CC1)N1CCOCC1 1-(4-fluoro-3-(3-morpholinylquinoxaline-6-carbonyl)phenyl)-3-(2-(trifluoromethyl)pyridin-4-yl)urea